4-methyl-8-(trifluoromethyl)-4,5-dihydro-1H-furo[2,3-g]indazole-7-carboxylic acid ethyl ester C(C)OC(=O)C1=C(C2=C(CC(C=3C=NNC23)C)O1)C(F)(F)F